C(C1=CC=CC=C1)N(C(C(=O)NC1(CC1)CF)C1=NC(=NC(=C1C1OCCO1)N[C@H](C)C1=C(C(=CC=C1)C(F)F)F)C)C 2-(Benzyl(methyl)amino)-2-(6-(((R)-1-(3-(difluoromethyl)-2-fluorophenyl)ethyl)amino)-5-(1,3-dioxolan-2-yl)-2-methylpyrimidin-4-yl)-N-(1-(fluoromethyl)cyclopropyl)acetamide